2-(2,6-Dioxopiperidin-3-yl)-4-(methyl((1-(2-morpholinoethyl)-1H-1,2,3-triazol-4-yl)methyl)amino)isoindoline-1,3-dione O=C1NC(CCC1N1C(C2=CC=CC(=C2C1=O)N(CC=1N=NN(C1)CCN1CCOCC1)C)=O)=O